(S)-1-(6-chloro-5-fluoropyridin-3-yl)-2,2,2-trifluoro-N-methylethan-1-amine ClC1=C(C=C(C=N1)[C@@H](C(F)(F)F)NC)F